[Si](C1=CC=CC=C1)(C1=CC=CC=C1)(C(C)(C)C)OC1C(COC1)N1CC2(CN(C2)C(=O)OC(C)(C)C)C1 tert-butyl 6-(4-((tert-butyldiphenylsilyl)oxy)tetrahydrofuran-3-yl)-2,6-diazaspiro[3.3]heptane-2-carboxylate